7-(5-fluoro-6-(1-(1-(4-fluorophenyl)ethyl)-1H-pyrazol-4-yl)pyrimidin-4-yl)-[1,2,4]triazolo[1,5-a]pyridin-2-amine FC=1C(=NC=NC1C=1C=NN(C1)C(C)C1=CC=C(C=C1)F)C1=CC=2N(C=C1)N=C(N2)N